ClC1=CC(=C(C=C1Cl)C(CO)N1CCC(CC1)CO)OC 2-(4,5-dichloro-2-methoxyphenyl)-2-[4-(hydroxymethyl)piperidin-1-yl]ethan-1-ol